FC=1C(=NC=C(C1)OC)N1C(NC=2C=NC=3C=C(C(=CC3C21)C=2C=NN(C2)C)OC)=O 1-(3-Fluoro-5-methoxypyridin-2-yl)-7-methoxy-8-(1-methyl-1H-pyrazol-4-yl)-1,3-dihydroimidazo[4,5-c]quinolin-2-one